COC1=C2C=CC(OC2=CC=C1C(=O)NC1=NN(C2=CC=CC=C12)CCOCCOC)(C)C 5-Methoxy-N-(1-(2-(2-methoxyethoxy)ethyl)-1H-indazol-3-yl)-2,2-dimethyl-2H-chromene-6-carboxamide